NC1=CC2=C(N(C=N2)C2=CC=C(C(=N2)N2N=C(C=C2C)C#N)C(F)F)C=C1Br 1-[6-(5-amino-6-bromo-benzimidazol-1-yl)-3-(difluoromethyl)-2-pyridyl]-5-methyl-pyrazole-3-carbonitrile